methyl 6-(4-(2-chlorophenoxy)piperidin-1-yl)pyridazine-3-carboxylate Methyl-6-chloropyridazine-3-carboxylate COC(=O)C=1N=NC(=CC1)Cl.ClC1=C(OC2CCN(CC2)C2=CC=C(N=N2)C(=O)OC)C=CC=C1